ClC1C=CC(=C2N1CCN2CC=2C=NC(=CC2)Cl)[N+](=O)[O-] 5-chloro-1-((6-chloropyridin-3-yl)methyl)-8-nitro-2,3-dihydro-1H-imidazo[1,2-a]pyridine